C(#N)C=1C(=C(SC1)C(=O)N)C 4-cyano-3-methyl-thiophene-2-carboxylic acid amide